(2R,4S)-4-([1,1'-biphenyl]-4-ylmethyl)pyrrolidine-2-carboxylic acid C1(=CC=C(C=C1)C[C@H]1C[C@@H](NC1)C(=O)O)C1=CC=CC=C1